Cl.N[C@H]1CCC(N(C1)C)=O (s)-5-amino-1-methylpiperidin-2-one hydrochloride